3,5'-diaminobiphenyl NC=1C=C(C=CC1)C1=CC=CC(=C1)N